FC1=CC=C(C=C1)C(N1CCC(CC1)N1CC2=CC=C(C=C2CC1)N(CC)CC)C1=CC=C(C=C1)F 2-(1-(bis(4-fluorophenyl)methyl)piperidin-4-yl)-N,N-diethyl-1,2,3,4-tetrahydroisoquinolin-6-amine